(24Z)-N,N-dimethyltritriacont-24-en-10-amine CN(C(CCCCCCCCC)CCCCCCCCCCCCC\C=C/CCCCCCCC)C